C1(CC1)C=1N=CC=NC1 5-cyclopropylpyrazine